CN1C(=NC(=C1)C(F)(F)F)C1=NC=C(C=O)C=C1 6-(1-methyl-4-(trifluoromethyl)-1H-imidazol-2-yl)nicotinaldehyde